2-(1-amino-3-methylcyclohexyl)acetic acid NC1(CC(CCC1)C)CC(=O)O